ClC=1SC(=C(N1)CCNC(C)=O)Cl N-(2-(2,5-dichlorothiazol-4-yl)ethyl)acetamide